C1(CCCC1)NC1=CC(N(C=N1)CC1(CCN(CC1)C(C[C@@H](C)C1=CC=CC=C1)=O)O)=O (R)-6-(cyclopentylamino)-3-((4-hydroxy-1-(3-phenylbutanoyl)piperidin-4-yl)methyl)pyrimidin-4(3H)-one